ClC1=NC(=CC(=C1)NC(=O)NC1=CC=CC=C1)Cl 1-(2,6-dichloropyridin-4-yl)-3-phenylurea